2-Amino-4-(6-chloro-8-fluoro-4-piperazin-1-yl-quinazolin-7-yl)-7-fluoro-benzothiophene-3-carbonitrile NC=1SC2=C(C1C#N)C(=CC=C2F)C2=C(C=C1C(=NC=NC1=C2F)N2CCNCC2)Cl